C(CCCCCCCCCCCCC)NCCCCCCCCCCCCCC Ditetradecyl-amine